ClC1=C(C=CC(=C1)C(C1=CC=CC=C1)=O)SC1=CC=C(C=C1)[S+](C1=C(C=CC=C1)F)C1=C(C=CC=C1)F 4-(2-chloro-4-benzoylphenylthio)phenylbis(fluorophenyl)sulfonium